styryl-acetylacetone Methyl-6-bromo-3-(((2-((tert-butoxycarbonyl)amino)phenyl)thio)methyl)-2-fluorobenzoate COC(C1=C(C(=CC=C1Br)CSC1=C(C=CC=C1)NC(=O)OC(C)(C)C)F)=O.C(=CC1=CC=CC=C1)C(C(C)=O)C(C)=O